4-[4-(2-aminoethyl)phenyl]-3-[6-(3,3-dimethylbutoxy)-2-methylpyrimidin-4-yl]oxybenzonitrile NCCC1=CC=C(C=C1)C1=C(C=C(C#N)C=C1)OC1=NC(=NC(=C1)OCCC(C)(C)C)C